(S,E)-3-(4-chlorophenyl)-4-phenyl-N-((R)-2-sulfamoylpropyl)-N'-((4-(trifluoromethyl)phenyl)sulfonyl)-4,5-dihydro-1H-pyrazole-1-carboximidamide ClC1=CC=C(C=C1)C1=NN(C[C@@H]1C1=CC=CC=C1)/C(/NC[C@@H](C)S(N)(=O)=O)=N/S(=O)(=O)C1=CC=C(C=C1)C(F)(F)F